FC1=C(C=CC(=C1)F)C1(OC(=C(C1=O)O)N)C 2-(2,4-difluorophenyl)-2-methyl-4-hydroxy-5-amino-3(2H)-furanone